2,3-dimethylpyrimido[5,4-d]pyrimidin-4(3H)-one CC=1N(C(C2=C(N1)C=NC=N2)=O)C